2'-[6-amino-5-(difluoromethoxy)pyridin-3-yl]-N-[(1R)-1-(2-chloro-4-cyanophenyl)ethyl]-5',6'-dihydrospiro[azetidine-3,4'-pyrrolo[1,2-b]pyrazole]-1-carboxamide NC1=C(C=C(C=N1)C=1C=C2N(N1)CCC21CN(C1)C(=O)N[C@H](C)C1=C(C=C(C=C1)C#N)Cl)OC(F)F